(R)-pyrrolidin-3-yl-methanol N1C[C@@H](CC1)CO